N1C(=CC=2C=NC=CC21)CNC(CN2C(C(=NC=C2Br)NCCC2=CC=CC=C2)=O)=O N-((1H-PYRROLO[3,2-C]PYRIDIN-2-YL)METHYL)-2-(6-BROMO-2-OXO-3-(PHENETHYLAMINO)PYRAZIN-1(2H)-YL)ACETAMIDE